ClN1CC2CC2C1 3-Chloro-3-azabicyclo[3.1.0]hexane